N/C(/NC)=N/C1=NC=C(C(=O)N(CC2=NC=C(C=C2)OC(F)(F)F)[C@H](C)C2=C(C=CC=C2)F)C=C1 (R,Z)-6-((amino(methylamino)methylene)amino)-N-(1-(2-fluorophenyl)ethyl)-N-((5-(trifluoromethoxy)pyridin-2-yl)methyl)nicotinamide